FC(C=1C=CC(=NC1)N[C@@H]1CC[C@H](CC1)S(=O)(=O)C1=CC=C(C=C1)C1=C2C=CN=C(C2=CC=C1)N)(F)F 5-(4-((Trans-4-((5-(trifluoromethyl)pyridin-2-yl)amino)cyclohexyl)sulfonyl)phenyl)isoquinolin-1-amine